5,5'-oxybis(3-(trifluoromethyl)aniline) O(C=1C=C(C=C(N)C1)C(F)(F)F)C=1C=C(C=C(N)C1)C(F)(F)F